ClC=1C=CC=2C(=NC=C(N2)N2CCC3(CC2)[C@@H](C2=CC=CC=C2C3)NC(OC(C)(C)C)=O)N1 tert-butyl (S)-(1'-(6-chloropyrido[2,3-b]pyrazin-2-yl)-1,3-dihydrospiro[indene-2,4'-piperidin]-1-yl)carbamate